N-[(3R)-1-ethyl-3-piperidinyl]-6-(1H-indol-6-yl)-5-methyl-pyridazin-3-amine C(C)N1C[C@@H](CCC1)NC=1N=NC(=C(C1)C)C1=CC=C2C=CNC2=C1